4,4,5,5-tetramethyl-2-(2-(naphthalen-2-yl)phenyl)-1,3,2-dioxaborolane CC1(OB(OC1(C)C)C1=C(C=CC=C1)C1=CC2=CC=CC=C2C=C1)C